CN([C@@H]1CN(CC1)C(=O)C=1C=C2C(=NNC2=CC1)C#CC1=C(C=CC=C1)N1CCOCC1)C (S)-(3-(dimethylamino)pyrrolidin-1-yl)(3-((2-morpholinophenyl)ethynyl)-1H-indazol-5-yl)methanone